5-[(2R)-4-[4-chloro-2-(trifluoromethyl)benzoyl]-2-ethylpiperazin-1-yl]-2'-ethoxy-N-[(3S)-1-methylpyrrolidin-3-yl]-[2,3'-bipyridine]-6-carboxamide ClC1=CC(=C(C(=O)N2C[C@H](N(CC2)C=2C=CC(=NC2C(=O)N[C@@H]2CN(CC2)C)C=2C(=NC=CC2)OCC)CC)C=C1)C(F)(F)F